BrC1=C(C=C(C=C1)[C@@H](C(F)(F)F)N(C(=O)C1CCS(CC1)(=O)=O)C)F (S)-N-(1-(4-bromo-3-fluorophenyl)-2,2,2-trifluoroethyl)-N-methyltetrahydro-2H-thiopyran-4-carboxamide 1,1-dioxide